[4-(1-tert-butoxycarbonyl-1,2,3,6-tetrahydro-pyridin-4-yl)-3-fluoro-benzoylamino]-4-methoxy-3',6'-dihydro-2'H-[3,4']bipyridinyl-1'-carboxylic acid tert-butyl ester C(C)(C)(C)OC(=O)N1CCC(=CC1)C=1C(=NC=CC1OC)NC(C1=CC(=C(C=C1)C=1CCN(CC1)C(=O)OC(C)(C)C)F)=O